(S)-1-cyano-N-(5-(isopropylsulfonyl)-4,5,6,7-tetrahydrothiazolo[5,4-c]pyridin-2-yl)pyrrolidine-3-carboxamide C(#N)N1C[C@H](CC1)C(=O)NC=1SC=2CN(CCC2N1)S(=O)(=O)C(C)C